ERUCATE C(CCCCCCCCCCC\C=C/CCCCCCCC)(=O)[O-]